F[C@@H]1[C@@H](C1)C(=O)NC1=NC=C2C=C(C(NC2=C1)=O)C=1C=NC(=CC1C)[C@H](CC)O (1S,2S)-2-fluoro-N-(3-[6-[(1S)-1-hydroxypropyl]-4-methylpyridin-3-yl]-2-oxo-1H-1,6-naphthyridin-7-yl)cyclopropane-1-carboxamide